CC1=CC=C(C=C1)S(=O)(=O)[O-] R-4-methylbenzenesulfonate